O.[Na].S(=O)(=O)(OC(C1=NC=CC=C1)OS(=O)(=O)OC1=CC=CC=C1)OC1=CC=CC=C1 4'-(pyridin-2-ylmethylene) bis-phenyl disulfate Sodium salt monohydrate